BrC=1C=NC(=NC1)C(C(=O)OCC)C=1N(N=C(C1)C(F)(F)F)C1=CC=C(C=C1)C(F)(F)F ethyl 2-(5-bromopyrimidin-2-yl)-2-[5-(trifluoromethyl)-2-[4-(trifluoromethyl)phenyl]pyrazol-3-yl]acetate